3-(3-(4-chloro-3-trifluoromethylphenyl)ureido)-N-cyclopropyl-2,3,4,9-tetrahydro-1H-carbazole-5-carboxamide ClC1=C(C=C(C=C1)NC(NC1CCC=2NC=3C=CC=C(C3C2C1)C(=O)NC1CC1)=O)C(F)(F)F